CCCC(CCC)C=1C=C(C=CC1)C(CCC(CC)(S(=O)(=O)[O-])[NH+](C)C)O (3-(4-heptyl)phenyl-3-hydroxypropyl)dimethylammoniopropanesulfonate